ClC1=C(SC2=C1C=CC=C2)C(=O)N(CC2=CC(=CC=C2)C2=CC=NC=C2)C2CCC(CC2)NC 3-chloro-N-[4-(methylamino)cyclohexyl]-N-[(3-pyridin-4-ylphenyl)methyl]-1-benzothiophene-2-carboxamide